FC1=C(C=CC(=C1)I)NC=1N(C(C=C(C1C(=O)N)OC1=CC(=CC=C1)S(=O)(=N)C)=O)C ((2-fluoro-4-iodophenyl)amino)-1-methyl-4-(3-(S-methylsulfonimidoyl)phenoxy)-6-oxo-1,6-dihydropyridine-3-carboxamide